Di-p-tolyl diselenide C1(=CC=C(C=C1)[Se][Se]C1=CC=C(C=C1)C)C